FC(CN1CCN(CC1)C(=O)OCC(=O)N1[C@@H](C[C@H](C1)F)C(N[C@@H](C1=CC=CC=C1)C1=CC(=C(C=C1)C1(CC1)C)F)=O)(F)F 2-[(2S,4R)-4-fluoro-2-{[(S)-[3-fluoro-4-(1-methylcyclopropyl)phenyl](phenyl) methyl]carbamoyl}pyrrolidin-1-yl]-2-oxoethyl 4-(2,2,2-trifluoroethyl)piperazine-1-carboxylate